D-N-ethyl-N-cyclopropyllysergamide C(C)N(C(=O)[C@H]1CN(C)[C@@H]2CC3=CNC4=CC=CC(C2=C1)=C34)C3CC3